CC12C3C(C(CC2OBO1)C3)(C)C 2,9,9-trimethyl-3,5-dioxa-4-bora-tricyclo[6.1.1.02,6]Decane